O(C1=CC=CC=C1)C1=CC=C(C=C1)CN1C(N(C(C2=C1C=CC=N2)=O)C2CN(CCC2)C(C=C)=O)=O 1-[(4-phenoxyphenyl)methyl]-3-(1-prop-2-enoyl-3-piperidinyl)pyrido[3,2-d]pyrimidine-2,4-dione